O1CCN(CC1)C1=CC(=NC=N1)N[C@H]1CN(CCC1)C1=NC=NC(=C1)C#C[Si](C)(C)C 6-morpholino-N-[(3R)-1-[6-(2-trimethylsilylethynyl)pyrimidin-4-yl]-3-piperidyl]pyrimidin-4-amine